1,3-bis(p-aminophenyl)-1,1,3,3-tetramethyldisiloxane NC1=CC=C(C=C1)[Si](O[Si](C)(C)C1=CC=C(C=C1)N)(C)C